FC1(CC(C[C@@H](C1)NC(C(F)(F)F)=O)C(=O)OC)F Methyl (5S)-3,3-difluoro-5-(2,2,2-trifluoroacetamido)cyclohexane-1-carboxylate